COC1=NC2=CC=CC=C2C=C1C1=CN=C(O1)[C@H](CCCCCC(CC)=O)NC(=O)[C@H]1CC12CCN(CC2)C (S)-N-((S)-1-(5-(2-methoxyquinolin-3-yl)oxazol-2-yl)-7-oxononyl)-6-methyl-6-azaspiro[2.5]octane-1-carboxamide